IC=1N(C=2C=CC=C(C2C1)NC1CCN(CC1)C1CCOCC1)CC(F)(F)F 2-iodo-N-(1-(tetrahydro-2H-pyran-4-yl)piperidin-4-yl)-1-(2,2,2-trifluoroethyl)-1H-indol-4-amine